tert-butyl (((2R,3S,4S)-4-(6-carbamoyl-2-fluoro-3-methoxyphenyl)-5-chloro-3-hydroxy-2-(pyridin-2-yl)-2,3-dihydrobenzofuran-2-yl)methyl)carbamate C(N)(=O)C1=CC=C(C(=C1C1=C(C=CC2=C1[C@@H]([C@](O2)(C2=NC=CC=C2)CNC(OC(C)(C)C)=O)O)Cl)F)OC